Cl.CC1CC(=NO1)C1[C@H]2CNC[C@@H]12 (1R,5S,6r)-6-(5-methyl-4,5-dihydro-1,2-oxazol-3-yl)-3-azabicyclo[3.1.0]hexane hydrochloride